C(C1=CC=CC=C1)N1CC=2C(N(C=3N=CC=CC3C2CC1)CC1CC1)=O 3-benzyl-6-(cyclopropylmethyl)-2,3,4,6-tetrahydropyrido[3,4-c][1,8]naphthyridin-5(1H)-one